C[C@@H](C(=O)NC1=CC2=CC=CC=C2C=C1)N The molecule is an L-alanine derivative that is the amide obtained by formal condensation of the carboxy group of L-alanine with the amino group of 2-naphthylamine. It has a role as a chromogenic compound. It is a N-(2-naphthyl)carboxamide, an amino acid amide and a L-alanine derivative.